hexafluoroiron (II) F[Fe-4](F)(F)(F)(F)F